4-(benzylamino)-N-ethyl-N-[(4-methoxyphenyl)methyl]-3-(1-methylimidazol-4-yl)benzenesulfonamide lithium tris(trifluoromethanesulfonyl)methide [C-](S(=O)(=O)C(F)(F)F)(S(=O)(=O)C(F)(F)F)S(=O)(=O)C(F)(F)F.[Li+].C(C1=CC=CC=C1)NC1=C(C=C(C=C1)S(=O)(=O)N(CC1=CC=C(C=C1)OC)CC)C=1N=CN(C1)C